NC1=NC=CC2=C(C=CC=C12)C=1C=C2[C@H](CC3(CCN(CC3)C(=O)OC(C)(C)C)C2=CC1)OC1=C(C=CC=C1)CC(=O)O (S)-2-(2-((5-(1-aminoisoquinolin-5-yl)-1'-(tert-butoxycarbonyl)-2,3-dihydrospiro[inden-1,4'-piperidin]-3-yl)oxy)phenyl)acetic acid